NC1=C(C=C(C=N1)C=1N=C(N(C1)C12CC(C1)C2)C(O)C2CC2)OC(F)(F)F (4-(6-amino-5-(tri-fluoromethoxy)pyridin-3-yl)-1-(bicyclo[1.1.1]-pentan-1-yl)-1H-imidazol-2-yl)(cyclopropyl)methanol